[O-2].[Ag+].[Pd+2] palladium-silver oxide